cesium iodide cesium chloride [Cl-].[Cs+].[I-].[Cs+]